ClC1=NC(=NS1)CCC 5-chloro-3-propyl-1,2,4-thiadiazole